tert-butyl (2R,3S,4S)-3-(acetyloxy)-4-[(tert-butoxycarbonyl)oxy]-2-[(4-{imidazo[1,2-a]pyridin-2-yl}phenyl)methyl]pyrrolidine-1-carboxylate C(C)(=O)O[C@H]1[C@H](N(C[C@@H]1OC(=O)OC(C)(C)C)C(=O)OC(C)(C)C)CC1=CC=C(C=C1)C=1N=C2N(C=CC=C2)C1